(1aR,5aR)-2-(2,4-Difluoro-phenyl)-1a,2,5,5a-tetrahydro-1H-2,3-diaza-cyclopropa[a]pentalene-4-carboxylic acid [5-((S)-1-methyl-pyrrolidin-2-yl)-pyridin-2-yl]-amide CN1[C@@H](CCC1)C=1C=CC(=NC1)NC(=O)C=1C=2C[C@@H]3[C@H](C2N(N1)C1=C(C=C(C=C1)F)F)C3